behenyl-propyl-ethyl-dimethyl-ethyl-ammonium sulfate S(=O)(=O)([O-])[O-].C(CCCCCCCCCCCCCCCCCCCCC)C(C)([N+](C)(C)CC)CCC.C(CCCCCCCCCCCCCCCCCCCCC)C(C)(CCC)[N+](CC)(C)C